rac-7-((1-(1-Methyl-1H-pyrazol-4-yl)-1H-indazol-6-yl)amino)-6,7-dihydro-5H-cyclopenta[b]pyridine-3-carbonitrile CN1N=CC(=C1)N1N=CC2=CC=C(C=C12)N[C@@H]1CCC=2C1=NC=C(C2)C#N |r|